[N+](=O)([O-])C(CC(=O)OC1=C(C=CC=C1)C1=C2C=CC(C(=C3C=CC(=C(C=4C=CC(=C(C5=CC=C1N5)C5=C(C=CC=C5)OC(CC(C=C)[N+](=O)[O-])=O)N4)C4=C(C=CC=C4)OC(CC(C=C)[N+](=O)[O-])=O)N3)C3=C(C=CC=C3)OC(CC(C=C)[N+](=O)[O-])=O)=N2)C=C tetrakis[(3-nitro-4-pentenoyloxy)phenyl]porphyrin